4-amino-8-(2-fluoro-5-((2-methylthiazol-4-yl)methoxy)phenyl)-2-oxo-N-propyl-1,2-dihydroquinoline-3-carboxamide NC1=C(C(NC2=C(C=CC=C12)C1=C(C=CC(=C1)OCC=1N=C(SC1)C)F)=O)C(=O)NCCC